CN(C1=CC=C(C#N)C=C1)C 4-Dimethylamino-Benzonitril